Cl.N[C@H]1[C@@H](CC=2C(=CC=CC12)C(=O)NC1=CC(=C(C=C1)F)Cl)O (1R,2R)-1-amino-N-(3-chloro-4-fluorophenyl)-2-hydroxy-2,3-dihydro-1H-indene-4-carboxamide hydrochloride salt